C(#N)/C(/C(=O)N[C@H](C)C1=CC(=C(C=C1)OC)OC)=C\C1=CNC2=NC=CC(=C21)C2=CC=C(C=C2)CN2CCN(CC2)C (R,E)-2-cyano-N-(1-(3,4-dimethoxyphenyl)ethyl)-3-(4-(4-((4-methylpiperazin-1-yl)methyl)phenyl)-1H-pyrrolo[2,3-b]pyridin-3-yl)acrylamide